1-([1,1':3',1''-terphenyl]-2'-yl-2,2'',3,3'',4,4'',5,5'',6,6''-d10)-1H-benzo[d]imidazole C1(=C(C(=C(C(=C1[2H])[2H])[2H])[2H])[2H])C1=C(C(=CC=C1)C1=C(C(=C(C(=C1[2H])[2H])[2H])[2H])[2H])N1C=NC2=C1C=CC=C2